C([C@@H]([C@@H]1C(=C(C(=O)O1)O)O)O)O.C([C@@H]([C@@H]1C(=C(C(=O)O1)O)O)O)O.[Fe] (+)-Iron(II) L-ascorbate